ClC1=NC=C(C(=N1)C=1C=C(C2=C(N(C(=N2)C)C(C)C)C1)F)F 6-(2-Chloro-5-fluoropyrimidin-4-yl)-4-fluoro-1-isopropyl-2-methyl-1H-benzimidazole